1-(2,2-difluoro-1-(4-fluorophenyl)propyl)-4-(2-fluoro-3-(4,4,5,5-tetramethyl-1,3,2-dioxaborolan-2-yl)phenyl)-1H-pyrazole FC(C(C1=CC=C(C=C1)F)N1N=CC(=C1)C1=C(C(=CC=C1)B1OC(C(O1)(C)C)(C)C)F)(C)F